COC([C@@H](N=C(C1=CC=CC=C1)C1=CC=CC=C1)CC1=CC(=CC=C1)O)=O N-(diphenylmethylene)-3-hydroxyphenylalanine methyl ester